2-ethyl-2,3-dihydro-1H-indene-5-carbaldehyde C(C)C1CC2=CC=C(C=C2C1)C=O